C(C)OC(C(C(C(F)F)=O)=COC)=O 4,4-Difluoro-2-(methoxymethylene)-3-oxo-butanoic acid ethyl ester